lauryloxyl-tin (II) C(CCCCCCCCCCC)O[Sn+]